1-(2-methyl-4,5-diphenyl-1H-pyrrol-3-yl)ethane-1-one CC=1NC(=C(C1C(C)=O)C1=CC=CC=C1)C1=CC=CC=C1